ClC1=CC=C(C=C1)C1=C(CCC(C1)(C)C)CN1CCN(CC1)C1=CC=C(C=C1)S(=O)(=O)NC(=O)C=1C=C2C=CC=NC2=CC1 N-([4-[4-[[2-(4-chlorophenyl)-4,4-dimethylcyclohexen-1-yl]methyl]piperazin-1-yl]phenyl]sulfonyl)quinoline-6-carboxamide